tert-hexyl peroxypentanoate C(CCCC)(=O)OOC(C)(C)CCC